(5-chloro-2-(((4-hydroxy-5-(4-(trifluoromethyl)-1H-pyrrol-2-yl)pyridin-2-yl)oxy)methyl)phenyl)dimethylphosphine ClC=1C=CC(=C(C1)P(C)C)COC1=NC=C(C(=C1)O)C=1NC=C(C1)C(F)(F)F